C(C)(C)(C1=CC=CC=C1)C1=C(C(=CC(=C1)C(C)(C)C1=CC=CC=C1)C(C)(C)C1=CC=CC=C1)O 2,4,6-tricumyl-phenol